3-methoxy-N-methyl-4-{[3-(4-{[(1S,4S)-4-(3-methoxypiperidin-1-yl)cyclohexyl]amino}-1-(2,2,2-trifluoroethyl)-1H-indol-2-yl)prop-2-yn-1-yl]amino}benzamide COC=1C=C(C(=O)NC)C=CC1NCC#CC=1N(C2=CC=CC(=C2C1)NC1CCC(CC1)N1CC(CCC1)OC)CC(F)(F)F